N(=[N+]=[N-])CCOC1O[C@@H]([C@H]([C@@H]([C@@H]1O)O)O)CO (3S,4S,5S,6R)-2-(2-azidoethoxy)-6-(hydroxymethyl)tetrahydro-2H-pyran-3,4,5-triol